hydroxy-2,2-dimethyl-propionamide OCC(C(=O)N)(C)C